1-(naphthalen-2-yl)-2-(3,4,5,6-tetrahydro-2H-pyranyl)-1-ethanone C1=C(C=CC2=CC=CC=C12)C(CC1OCCCC1)=O